C(#N)C1=C(C=C(C(=O)OC(C)C)C#N)C=CC=C1 isopropyl 2-cyano-α-cyanocinnamate